(R)-2-((5-Chloro-4-((3-(2,3-dihydrobenzo[b][1,4]dioxin-6-yl)-2-methylbenzyl)oxy)-2-(2-(4-hydroxy-4-(methoxycarbonyl)piperidin-1-yl)ethoxy)benzyl)amino)-3-hydroxy-2-methylpropanoic acid ClC=1C(=CC(=C(CN[C@@](C(=O)O)(CO)C)C1)OCCN1CCC(CC1)(C(=O)OC)O)OCC1=C(C(=CC=C1)C1=CC2=C(OCCO2)C=C1)C